Tert-butyl (tert-butoxycarbonyl)(5-(3-((tert-butoxycarbonyl)amino)prop-1-yn-1-yl)-2-methylpyridin-4-yl)carbamate C(C)(C)(C)OC(=O)N(C(OC(C)(C)C)=O)C1=CC(=NC=C1C#CCNC(=O)OC(C)(C)C)C